(R)-6-chloro-3-((1-(2-cyano-7-methyl-3-(1-oxoisoindolin-2-yl)quinoxalin-5-yl)ethyl)amino)picolinic acid ClC1=CC=C(C(=N1)C(=O)O)N[C@H](C)C1=C2N=C(C(=NC2=CC(=C1)C)C#N)N1C(C2=CC=CC=C2C1)=O